2-(1-(4-(trifluoromethyl)phenyl)vinyl)-10H-phenothiazine FC(C1=CC=C(C=C1)C(=C)C1=CC=2NC3=CC=CC=C3SC2C=C1)(F)F